FC1(CC1)C(=O)NC=1C=CC2=C(N=C(O2)C2=CC(=NC=C2)C(=O)O)C1 4-(5-(1-fluorocyclopropanecarboxamido)benzo[d]oxazol-2-yl)picolinic acid